N1C=NC(=C1)CN1C(CC(CCC1)CCC)=O 1-(1H-imidazol-4-ylmethyl)-4-propylazepan-2-one